7-(2-fluorophenyl)-1-(2-isopropyl-4-methylpyridin-3-yl)-2-oxo-4-(4,7-diazaspiro[2.5]octan-4-yl)-1,2-dihydropyrido[2,3-d]pyrimidine-6-carbonitrile FC1=C(C=CC=C1)C=1C(=CC2=C(N(C(N=C2N2C3(CC3)CNCC2)=O)C=2C(=NC=CC2C)C(C)C)N1)C#N